(R)-N-(5-chloro-6-(2H-1,2,3-triazol-2-yl)pyridin-3-yl)-2'-fluoro-6',7'-dihydrospiro[cyclobutane-1,8'-cyclopenta[e]pyrazolo[1,5-a]pyrimidine]-6'-carboxamide ClC=1C=C(C=NC1N1N=CC=N1)NC(=O)[C@@H]1CC2(C3=C1C=NC=1N3N=C(C1)F)CCC2